(1R,4R,7R)-2-[2-(1-benzyl-2-ethyl-1H-pyrrol-3-yl)-7-methoxy-1-methyl-1H-1,3-benzodiazole-5-carbonyl]-2-azabicyclo[2.2.1]heptan-7-amine C(C1=CC=CC=C1)N1C(=C(C=C1)C1=NC2=C(N1C)C(=CC(=C2)C(=O)N2[C@@H]1CC[C@H](C2)[C@H]1N)OC)CC